Ethyl 6-(2,2,2-trifluoroethyl)-5,6,7,8-tetrahydroimidazo[1,5-a]pyridine-3-carboxylate FC(CC1CCC=2N(C1)C(=NC2)C(=O)OCC)(F)F